Chloro(pentamethylcyclopentadienyl)ruthenium Cl[Ru]C1(C(=C(C(=C1C)C)C)C)C